(S)-hydroxyquinoline OC1=NC2=CC=CC=C2C=C1